4-(8-(7-(difluoromethyl)-6-(1-methyl-1H-pyrazol-4-yl)-3,4-dihydroquinolin-1(2H)-yl)-1,2,3,4-tetrahydroisoquinolin-6-yl)-3,6-dihydropyridine-1(2H)-carboxylic acid benzyl ester C(C1=CC=CC=C1)OC(=O)N1CCC(=CC1)C=1C=C2CCNCC2=C(C1)N1CCCC2=CC(=C(C=C12)C(F)F)C=1C=NN(C1)C